C=C1CCC(C=2C=CC=NC12)(CO)CO (8-methylene-5,6,7,8-tetrahydroquinolin-5,5-diyl)dimethanol